FC(OC=1C=C(C=CC1)C1=NC=CC(=N1)N)(F)F 2-(3-(trifluoromethoxy)phenyl)pyrimidin-4-amine